N4-hexanoylcytosine C(CCCCC)(=O)NC1=NC(NC=C1)=O